C(C)C1=C(C(=O)NC2=CC=C(C=C2)N2C3=C(NC(CC2=O)=O)C2=CC=CC=C2C=C3)C=CC=C1 5-[4-[(2-ethylbenzoyl)amino]phenyl]-1H-naphtho[1,2-B][1,4]diazepine-2,4(3H,5h)-dione